ClC1=CC=CC(=N1)C(CN1OC(=CC1)C1=NC=C(C=C1F)F)(C)C=1C=NN(C1COC)C N-[2-(6-chloro-2-pyridyl)-2-[5-(methoxymethyl)-1-methyl-pyrazol-4-yl]propyl]-5-(3,5-difluoro-2-pyridyl)isoxazole